methylene-6-((5-isopropyl-1-(3-morpholinyl)propylimidazol-4-yl)methylene)piperazine-2,5-dione, hydrochloride Cl.C=C1C(NC(C(N1)=O)=CC=1N=C(NC1C(C)C)C(CC)C1NCCOC1)=O